CC1=CC=C2C(=C(NC(C2=C1)=O)C1=CC=CC=C1)C1=CC=CC=C1 7-methyl-3,4-diphenylisoquinolin-1(2H)-one